S1C(=CC=C1)CCN 2-(thiophen-2-yl)ethanamine